ClC1=CC=C(C=C1)C(N1CCN(CC1)C1=C(C(N(C2=CC=C(N=C12)OC)C)=O)C#N)C1=CC=C(C=C1)Cl 4-{4-[Bis(4-chlorophenyl)methyl]piperazin-1-yl}-6-methoxy-1-methyl-2-oxo-1,2-dihydro-1,5-naphthyridin-3-carbonitril